C1(=CC=CC=C1)N(CCC(C(C=C)=C)=C)C1=CC=CC=C1 1-diphenylamino-3,4-dimethylenehex-5-ene